OC=1C=C(C(=O)NC2CN(C2)C(=O)OC[C@]2([C@@H](N3C(C[C@H]3S2(=O)=O)=O)C(=O)O)C)C=CC1O (2S,3R,5R)-3-(((3-(3,4-dihydroxybenzamido)azetidine-1-carbonyl)oxy)methyl)-3-methyl-7-oxo-4-thia-1-azabicyclo[3.2.0]heptane-2-carboxylic acid 4,4-dioxide